C(C1=CC=CC=C1)N1CC2(C1C(C)C)C[C@H]([C@@H](C2)NC(=O)[C@H]2N(C[C@@H](C2)O)C([C@H](C(C)(C)C)N2N=NC(=C2)C2CC2)=O)O (2S,4r)-N-[(6r,7r)-2-benzyl-6-hydroxy-3-isopropyl-2-azaspiro[3.4]oct-7-yl]-1-[(2S)-2-(4-cyclopropyltriazol-1-yl)-3,3-dimethyl-butyryl]-4-hydroxy-pyrrolidine-2-carboxamide